ClC1=CC=C(COC=2C=CC=C3CN(C(C23)=O)C)C=C1 7-((4-chlorobenzyl)oxy)-2-methylisoindolin-1-one